NC=1N=C(SC1C(C1=CC=C(C=C1)OCC(=O)N1CCN(CC1)C)=O)N(C1=CC=C(C=C1)F)C(C(=O)N)C (N-[4-amino-5-[4-[2-(4-methylpiperazin-1-yl)-2-oxo-ethoxy]benzoyl]thiazol-2-yl]-4-fluoro-anilino)propanamide